OC1=C(C=O)C=C(C=C1O)[N+](=O)[O-] 2,3-dihydroxy-5-nitrobenzaldehyde